BrC1=NC=C(C(=C1)O)OCOC 2-Bromo-5-(methoxymethoxy)pyridin-4-ol